C[C@H]1CN(CCC1)C1CCN(CC1)C1=NOC(=N1)C(=O)O 3-[(3R)-3-methyl-[1,4'-bipiperidin]-1'-yl]-1,2,4-oxadiazole-5-carboxylic acid